N=1N2C(C=NC1)=C(C=C2)C(=O)Cl pyrrolo[2,1-f][1,2,4]triazine-5-carbonyl chloride